FC1(C[C@H](CC1)[C@H](C(=O)NC1=NC=CC(=C1)C(F)(F)F)C1=CC=C(C=C1)C=1N=NN(N1)C)F (S)-2-((S)-3,3-Difluorocyclopentyl)-2-(4-(2-methyl-2H-tetrazol-5-yl)phenyl)-N-(4-(trifluoromethyl)pyridin-2-yl)acetamide